C(#N)CCNC(C)(C)C N-(2-cyanoethyl)-N-(tert-butyl)-amine